1-(4-amino-5-(6-aminopyridin-3-yl)-7H-pyrrolo[2,3-d]pyrimidin-7-yl)-2-methylpropan-2-ol NC=1C2=C(N=CN1)N(C=C2C=2C=NC(=CC2)N)CC(C)(O)C